C(N)(=O)C1=NN(C=N1)[C@@H]1O[C@@H]([C@H]2OC(O[C@H]21)(C)C)COP2(OC1=C(CO2)C=C(C=C1)NC(OCC=C)=O)=O allyl N-[2-[[(3aR,4R,6R,6aR)-4-(3-carbamoyl-1,2,4-triazol-1-yl)-2,2-dimethyl-3a,4,6,6a-tetrahydrofuro[3,4-d][1,3]dioxol-6-yl]methoxy]-2-oxo-4H-1,3,2-benzodioxaphosphinin-6-yl]carbamate